C(CC)C1(CCCCCC1)C(=O)O α-propyl-cycloheptanecarboxylic acid